Cyclopropyl((2R,4S)-4-(difluoro(phenyl)methoxy)-2-ethynylpyrrolidin-1-yl)methanone C1(CC1)C(=O)N1[C@H](C[C@@H](C1)OC(C1=CC=CC=C1)(F)F)C#C